C(C)(C)C1=CC=C(CNCC(C)N)C=C1 N1-(4-isopropylbenzyl)-1,2-propanediamine